(S)-N-(1-((3-cyclopropyl-pyridin-2-yl)oxy)-2-methyl-propan-2-yl)-2-(1-methylpyrrolidin-2-yl)acetamide C1(CC1)C=1C(=NC=CC1)OCC(C)(C)NC(C[C@H]1N(CCC1)C)=O